trihydroxyoxan OC1C(OCCC1)(O)O